NC1CCN(CC1)C1=C(C=NC2=CC=C(C=C12)C1=C(C(=CC(=C1)F)Cl)O)C1=CC(=CC(=C1)F)F 2-[4-(4-aminopiperidin-1-yl)-3-(3,5-difluorophenyl)quinolin-6-yl]-6-chloro-4-fluorophenol